OC(C(=O)O)CCSC 2-hydroxy-4-[methylthio]butyric acid